2'-bromo-3-chloro-4-((3,5-difluoropyridin-2-yl)methoxy)-5',6-dimethyl-2H-[1,4'-bipyridin]-2-one BrC1=NC=C(C(=C1)N1C(C(=C(C=C1C)OCC1=NC=C(C=C1F)F)Cl)=O)C